C(C)C1(COC1)COCCOCCOCCOCCOCC1(COC1)CC tetraethylene glycol bis(3-ethyl-3-oxetylmethyl) ether